N-{[2-({[(1R,2S)-2-hydroxycyclopentyl]amino}methyl)-1H-indol-6-yl]methyl}-4-oxo-4H-pyrido[1,2-a]pyrimidine-2-carboxamide O[C@@H]1[C@@H](CCC1)NCC=1NC2=CC(=CC=C2C1)CNC(=O)C=1N=C2N(C(C1)=O)C=CC=C2